(S)-hexahydropyrrolo[1,2-a]pyrazin-4(1H)-one hydrochloride Cl.C1[C@H]2N(C(CN1)=O)CCC2